6-(6-methyl-5-(trifluoromethyl)pyridin-2-yl)-6-azaspiro[2.5]octane CC1=C(C=CC(=N1)N1CCC2(CC2)CC1)C(F)(F)F